C1(CC1)CN1CCC2(CC1)NC(CC1=CC(=C(C=C12)OC)OC)=O (cyclopropylmethyl)-6,7-dimethoxy-2H-spiro[isoquinoline-1,4'-piperidine]-3(4H)-one